Racemic-cis-5-(3-((1,1-dioxido-2,3-dihydrobenzo[b]thiophen-4-yl)amino)-1H-pyrazol-5-yl)tetrahydrofuran-3-yl isopropylcarbamate C(C)(C)NC(O[C@@H]1CO[C@@H](C1)C1=CC(=NN1)NC1=CC=CC=2S(CCC21)(=O)=O)=O |r|